Gadolinium 2,2',2''-{10-[(1S)-1-carboxy-4-{4-[2-(2-ethoxyethoxy)ethoxy]phenyl}butyl]-1,4,7,10-tetraazacyclododecan-1,4,7-triyl}triacetat C(=O)(O)[C@H](CCCC1=CC=C(C=C1)OCCOCCOCC)N1CCN(CCN(CCN(CC1)CC(=O)[O-])CC(=O)[O-])CC(=O)[O-].[Gd+3]